BrP(CCCCCCC(=O)OC)(C1=CC=CC=C1)(C1=CC=CC=C1)C1=CC=CC=C1 methyl 7-(bromotriphenyl-phosphanyl)heptanoate